BrC=1C(=C(C=CC1)C(C(NO)=N)C)F 2-(3-Bromo-2-fluorophenyl)-N-hydroxypropanimidamide